FC1=C2C(=C(C=3N=C(NC31)[C@H]3NCCOC3)F)CC(C2)CN2CCC3(CN(C(O3)=O)C3=NC1=C(OCC(N1)=O)N=C3)CC2 6-[8-[[4,8-difluoro-2-[(3R)-morpholin-3-yl]-3,5,6,7-tetrahydrocyclopenta[f]benzimidazol-6-yl]methyl]-2-oxo-1-oxa-3,8-diazaspiro[4.5]decan-3-yl]-4H-pyrazino[2,3-b][1,4]oxazin-3-one